C[Si](O[Si](O[Si](O[Si](O[Si](O[Si](C)(C)C)(C)C)(C)C)(C)C)(O[Si](C)(C)C)C)(C)C 1,1,1,3,5,5,7,7,9,9,11,11,11-tridecamethyl-3-[(trimethylsilyl)oxy]hexasiloxane